tri-dodecyl phosphate P(=O)(OCCCCCCCCCCCC)(OCCCCCCCCCCCC)OCCCCCCCCCCCC